4-[5-[(1S)-2-amino-1-hydroxyethyl]pyridin-2-yl]-3-(5-amino-2-methylpyrazol-3-yl)oxybenzonitrile NC[C@@H](O)C=1C=CC(=NC1)C1=C(C=C(C#N)C=C1)OC=1N(N=C(C1)N)C